tert-butyl 4-(2-(methylthio)pyrimidin-4-yl)-3,6-dihydropyridine-1(2H)-carboxylate CSC1=NC=CC(=N1)C=1CCN(CC1)C(=O)OC(C)(C)C